CN1CCN(CC1)C(=S)S 4-Methyl-1-piperazinecarbodithioic acid